5-(2-fluoro-6-hydroxy-3-(2-hydroxy-1-methyl-1H-imidazol-4-yl)phenyl)-1,2,5-thiadiazolidin-3-one 1,1-dioxide FC1=C(C(=CC=C1C=1N=C(N(C1)C)O)O)N1CC(NS1(=O)=O)=O